1,2,5-trithiolane S1SCCS1